(1S,4s)-4-(2-((1R,3R)-3-hydroxy-4,4-dimethylcyclohexylamino)-8-(2,4,6-trifluorophenylamino)-9H-purin-9-yl)cyclohexanecarboxamide O[C@@H]1C[C@@H](CCC1(C)C)NC1=NC=C2N=C(N(C2=N1)C1CCC(CC1)C(=O)N)NC1=C(C=C(C=C1F)F)F